(R)-1,4-dibromo-2-((1-bromopropan-2-yl)oxy)benzene BrC1=C(C=C(C=C1)Br)O[C@@H](CBr)C